C1(CC1)C1=C2C(=NC(=C1)C(=O)N1[C@@H](C3=CC=CC=C3CC1)C)N=C(N2C)C2=C(C=C(C=C2)[C@H]2[C@@H](C2)C(=O)O)F (Trans)-2-(4-(7-cyclopropyl-1-methyl-5-((R)-1-methyl-1,2,3,4-tetrahydroisoquinoline-2-carbonyl)-1H-imidazo[4,5-b]pyridin-2-yl)-3-fluorophenyl)cyclopropane-1-carboxylic acid